3-{2-{2-{2-[4,7,10-Tris(carboxymethyl)-1,4,7,10-tetraaza-1-cyclododecyl]acetylamino}aminoethyl}acetylamino}2,4,6-triiodobenzoic acid C(=O)(O)CN1CCN(CCN(CCN(CC1)CC(=O)O)CC(=O)O)CC(=O)NNCCCC(=O)NC=1C(=C(C(=O)O)C(=CC1I)I)I